4-(4-(6-carbamoyl-3-iodoimidazo[1,2-b]pyridazin-7-yl)phenyl)piperazine-1-carboxylic acid tert-butyl ester C(C)(C)(C)OC(=O)N1CCN(CC1)C1=CC=C(C=C1)C1=CC=2N(N=C1C(N)=O)C(=CN2)I